COC[C@@H](C(N1CCN(CC1)C1=CC(=CC=C1)C(F)(F)F)=O)NC(C)=O (S)-N-(3-methoxy-1-oxo-1-(4-(3-(trifluoromethyl)phenyl)piperazin-1-yl)propan-2-yl)acetamide